BrC1=CC=C(C=C1)N1N=C(C(=C1)[C@@H]1O[C@H](CN1CCC1=CC2=C(NC(N2)=O)C=C1)C)C1=CC=C(C=C1)F (2S,5S)-2-(1-(4-bromophenyl)-3-(4-fluorophenyl)-1H-pyrazol-4-yl)-5-methyl-3-(2-(2-oxo-2,3-dihydro-1H-benzo[d]imidazole-5-yl)ethyl)oxazolidine